C1(CC1)NC1=CC=C(C(=N1)F)C1=NN(C=C1C(=O)N[C@@H]1C(NC2=C(C(=N1)C1=CC=CC=C1)C=CC=C2)=O)C2CCC(CC2)(F)F 3-[6-(Cyclopropylamino)-2-fluoropyridin-3-yl]-1-(4,4-difluorocyclohexyl)-N-[(3S)-2-oxo-5-phenyl-1,3-dihydro-1,4-benzodiazepin-3-yl]pyrazole-4-carboxamide